5-p-toluenesulfonyloxy-1-(4-p-toluenesulfonyloxy-phenyl)benzo[d][1,3,2]thiaselenazol-1-one CC1=CC=C(C=C1)S(=O)(=O)OC=1C=CC2=C([Se]NS2(=O)C2=CC=C(C=C2)OS(=O)(=O)C2=CC=C(C)C=C2)C1